3-(1-methyl-7-((1-(2-(phenylthio)acetyl)piperidin-4-yl)oxy)-1H-indazol-3-yl)-piperidine-2,6-dione CN1N=C(C2=CC=CC(=C12)OC1CCN(CC1)C(CSC1=CC=CC=C1)=O)C1C(NC(CC1)=O)=O